C(C=C(C)C)OC(C=C(C)C)OCC=C(C)C 3-methyl-2-butenal-diprenyl acetal